OC1=C(C=CC2=C1CCO2)C2=NN=C(C(N2C)=O)N2CCC1C2CN(CC1)C 3-(4-hydroxy-2,3-dihydrobenzofuran-5-yl)-4-methyl-6-(6-methyl-3,3a,4,5,7,7a-hexahydro-2H-pyrrolo[2,3-c]pyridin-1-yl)-1,2,4-triazin-5-one